(E)-3-(2-fluorophenyl)-1-(2,3,4-trimethoxyphenyl)prop-2-en-1-one FC1=C(C=CC=C1)/C=C/C(=O)C1=C(C(=C(C=C1)OC)OC)OC